FC(C(=O)NC=1C=C2C(=CC(=NC2=CC1)C1=CN=CS1)OCCOC)(CO)F 2,2-difluoro-3-hydroxy-N-(4-(2-methoxyethoxy)-2-(thiazol-5-yl)quinolin-6-yl)propanamide